(R)-N-benzyl-N-(3-((tert-butoxycarbonyl)amino)butyryl)glycine methyl ester COC(CN(C(C[C@@H](C)NC(=O)OC(C)(C)C)=O)CC1=CC=CC=C1)=O